2-(((2R,3R,4S,5R)-5-(6-amino-2-chloro-9H-purin-9-yl)-4-fluoro-3-hydroxytetrahydrofuran-2-yl)methoxy)-2-(3-methoxybenzyl)malonic acid NC1=C2N=CN(C2=NC(=N1)Cl)[C@H]1[C@H]([C@@H]([C@H](O1)COC(C(=O)O)(C(=O)O)CC1=CC(=CC=C1)OC)O)F